tert-butyl N-[(1S)-1-(dicyclopropylmethyl)-2-[[1-[(2-methoxy-3-pyridyl)methyl]pyrazol-3-yl]amino]-2-oxo-ethyl]carbamate C1(CC1)C([C@@H](C(=O)NC1=NN(C=C1)CC=1C(=NC=CC1)OC)NC(OC(C)(C)C)=O)C1CC1